C(C)OC(=O)[C@H]1O[C@]([C@H]([C@H]1C=1C(=NC(=CC1)C(F)F)OC)C)(C(F)(F)F)C |r| rac-(2s,3s,4s,5r)-3-(6-(difluoromethyl)-2-methoxypyridin-3-yl)-4,5-dimethyl-5-(trifluoromethyl)tetrahydrofuran-2-carboxylic acid ethyl ester